C1(CC1)C1=C(C(=NO1)C1=NN(C2=NC=NC(=C21)N)C(C)C)C=2N=CN(C2)C2CCNCC2 3-(5-cyclopropyl-4-(1-(piperidin-4-yl)-1H-imidazol-4-yl)isoxazol-3-yl)-1-isopropyl-1H-pyrazolo[3,4-d]pyrimidin-4-amine